C(CCCCCCC)N(C(C(F)(F)S(=O)(=O)OCC1(COC(OC1)(C)C)CN1N=NC(=C1)C(=O)OC1=C(C(=CC(=C1F)F)F)F)=O)CCCCCCCC 2,3,5,6-Tetrafluorophenyl 1-((5-((((2-(dioctylamino)-1,1-difluoro-2-oxoethyl)sulfonyl)oxy)methyl)-2,2-dimethyl-1,3-dioxan-5-yl)methyl)-1H-1,2,3-triazole-4-carboxylate